[5-benzyloxy-1-(4-fluoro-3-methyl-phenyl)-2-isopropyl-indol-3-yl]-N-methyl-azetidine-1-sulfonamide C(C1=CC=CC=C1)OC=1C=C2C(=C(N(C2=CC1)C1=CC(=C(C=C1)F)C)C(C)C)C1N(CC1)S(=O)(=O)NC